[SiH3][SiH2][SiH3] Bis-silyl-Silan